4-nitro-2-(trifluoromethyl)-6-(trimethylsilyl)trifluoromethylsulfonyl-benzene [N+](=O)([O-])C1=CC(=C(C(=C1)[Si](C)(C)C)S(=O)(=O)C(F)(F)F)C(F)(F)F